FC(C=1C(=C(C=CC1)[C@@H](C)NC1=NC(=NC2=C3C(=C(C=C12)C1(CCC(CC1)C(=O)N(C)C[C@H](C)O)O)OCC3)C)F)F (1R,4S)-4-(4-(((R)-1-(3-(difluoromethyl)-2-fluorophenyl)ethyl)amino)-2-methyl-8,9-dihydrofuro[2,3-h]quinazolin-6-yl)-4-hydroxy-N-((S)-2-hydroxypropyl)-N-methylcyclohexanecarboxamide